3-propyl-5-pyrazolone C(CC)C1=NNC(C1)=O